4-(4,6-dichloro-1,3,5-triazin-2-yl)piperazine-1-carboxylic acid tert-butyl ester C(C)(C)(C)OC(=O)N1CCN(CC1)C1=NC(=NC(=N1)Cl)Cl